N-(4-((3S,5R)-3-amino-5-methylpiperidin-1-yl)pyridin-3-yl)-3-(4,6-difluoro-2,3-dihydrobenzofuran-5-yl)-2,4-difluorobenzamide dihydrochloride Cl.Cl.N[C@@H]1CN(C[C@@H](C1)C)C1=C(C=NC=C1)NC(C1=C(C(=C(C=C1)F)C=1C(=CC2=C(CCO2)C1F)F)F)=O